1-(6-chloro-7-((5-(trifluoromethyl)-4-(trimethylstannyl)pyrimidin-2-yl)amino)-3,4-dihydroisoquinolin-2(1H)-yl)-2,2,2-trifluoroethan-1-one ClC=1C=C2CCN(CC2=CC1NC1=NC=C(C(=N1)[Sn](C)(C)C)C(F)(F)F)C(C(F)(F)F)=O